4-(3-(2,4-dihydroxy-5-isopropylphenyl)-5-hydroxy-4H-1,2,4-triazol-4-yl)phenylethylcarbamic acid tert-butyl ester C(C)(C)(C)OC(NCCC1=CC=C(C=C1)N1C(=NN=C1O)C1=C(C=C(C(=C1)C(C)C)O)O)=O